FC=1C=C(C=CC1C)C12CCN(CC2C1)C(=O)C1CC2(C1)NC(OC2)=O (rac)-(2s,4s)-2-(6-(3-Fluoro-4-methylphenyl)-3-azabicyclo[4.1.0]heptane-3-carbonyl)-7-oxa-5-azaspiro[3.4]octan-6-one